OC1=CC=C(C=C1)C(C)(C)C1=CC=C(C=C1)O 2,2-bis-(4-hydroxyphenyl)propane